3,5,5-TRIMETHYLHEXYL ACETATE C(C)(=O)OCCC(CC(C)(C)C)C